7-(difluoromethyl)-8-fluoro-3-iodoimidazo[1,2-a]pyridine FC(C1=C(C=2N(C=C1)C(=CN2)I)F)F